CC(=O)NC1=CC=CC2=C1C3=CC=CC=C3C2 The molecule is a member of the class of acetamides that is acetamide in which one of the hydrogens attached to the nitrogen is replaced by a 9H-fluoren-4-yl group. It has a role as a mitogen. It is a member of acetamides and a member of fluorenes.